di-n-butyl (2,3-dimethylbutylidene)malonate CC(C=C(C(=O)OCCCC)C(=O)OCCCC)C(C)C